2-((4-(2-(2-aminopyridin-3-yl)-5-phenyl-3H-imidazo[4,5-b]pyridin-3-yl)benzyl)oxy)-6-hydroxybenzaldehyde NC1=NC=CC=C1C1=NC=2C(=NC(=CC2)C2=CC=CC=C2)N1C1=CC=C(COC2=C(C=O)C(=CC=C2)O)C=C1